BrC=1C=C(C=C(C1C1(CC(=C(C2=CC=CC=C12)N)\N=N\[H])S(=O)(=O)O)Br)C1=CC(=C(C(=C1)Br)C1(CC(=C(C2=CC=CC=C12)N)\N=N\[H])S(=O)(=O)O)Br 1,1'-(3,3',5,5'-tetrabromo[1,1'-biphenyl]-4,4'-diyl)bis{4-amino-3-[(E)-diazenyl]naphthalene-1-sulfonic acid}